2-FLUORO-4-FORMYLBENZOIC ACID FC1=C(C(=O)O)C=CC(=C1)C=O